COCCOCCC(=O)[O-].C(C)N1C=[N+](C=C1)C 1-ethyl-3-methylimidazolium 3-(2-methoxyethoxy)propionate